[C@H]12OCC[C@@H]2[C@H]1C(=O)N |o1:0,4,5| rel-(1R,5R,6R)-2-oxabicyclo[3.1.0]hexane-6-carboxamide